FC1(CC1)COC1=NC=CC(=C1)CNC(CC1=CC(=CC=C1)F)=O N-((2-((1-Fluorocyclopropyl)methoxy)pyridin-4-yl)methyl)-2-(3-fluorophenyl)acetamide